1-(2-(4-(tert-Butoxycarbonyl) piperazin-1-yl)-4-chlorobenzyl)-1,8-diazaspiro[4.5]Decane-8-carboxylate C(C)(C)(C)OC(=O)N1CCN(CC1)C1=C(CN2CCCC23CCN(CC3)C(=O)[O-])C=CC(=C1)Cl